C(#N)\C(=C/C1=CC(=C(C(=O)OC)C=C1)O)\C(NC=1SC=C(N1)C1=CC=CC=C1)=O Methyl (E)-4-(2-cyano-3-oxo-3-((4-phenylthiazol-2-yl)amino)prop-1-en-1-yl)-2-hydroxybenzoate